N-[2-amino-5-(4-fluorophenyl)phenyl]-6-(cyclopropylsulfonyl)pyridine-3-carboxamide NC1=C(C=C(C=C1)C1=CC=C(C=C1)F)NC(=O)C=1C=NC(=CC1)S(=O)(=O)C1CC1